ClC1=NC(=NC(=N1)Cl)Cl 2,4,6-Trichloro-1,3,5-triazine